N1,N3,N5-tris(pyridin-2-ylmethyl)cyclohexane-1,3,5-triamine N1=C(C=CC=C1)CNC1CC(CC(C1)NCC1=NC=CC=C1)NCC1=NC=CC=C1